tert-Butyl (3R)-3-[(1S)-1-[(3-bromophenyl)methyl]-2-tert-butoxy-2-oxo-ethyl]pyrrolidine-1-carboxylate BrC=1C=C(C=CC1)C[C@H](C(=O)OC(C)(C)C)[C@@H]1CN(CC1)C(=O)OC(C)(C)C